(R,E)-2-(8,8-difluoro-4-methylocta-3,7-dien-1-yl)-2,5,7,8-tetramethylchroman-6-ol FC(=CCC/C(=C/CC[C@]1(OC2=C(C(=C(C(=C2CC1)C)O)C)C)C)/C)F